N-(4-methoxybenzyl)-N-(pyridin-4-ylmethyl)-4-(4,4,5,5-tetramethyl-1,3,2-dioxaborolan-2-yl)benzenesulfonamide COC1=CC=C(CN(S(=O)(=O)C2=CC=C(C=C2)B2OC(C(O2)(C)C)(C)C)CC2=CC=NC=C2)C=C1